OC=1C=C2C(C=C(OC2=CC1)C1=C(C=CC=C1)O)=O 6,2'-dihydroxyflavone